isoferulic acid ethyl ester C(C)OC(\C=C\C1=CC(O)=C(OC)C=C1)=O